C(C)OC[C@]1(CN(CC1)C(=O)C=1C=NC(=CC1)C)CCC=1SC=CC1 (R)-(3-(ethoxymethyl)-3-(2-(thiophen-2-yl)ethyl)pyrrolidin-1-yl)(6-methylpyridin-3-yl)methanone